COCOC=1C=C(C=CC1B1OC(C(O1)(C)C)(C)C)N1N=NC=C1 1-(3-(methoxymethoxy)-4-(4,4,5,5-tetramethyl-1,3,2-dioxaborolan-2-yl)phenyl)-1H-1,2,3-triazole